BrC1=C2C=CN(C2=CC(=C1OC=1C=CC(=C(C1)C(C)=O)F)F)S(=O)(=O)C1=CC=CC=C1 1-(5-((4-bromo-6-fluoro-1-(phenylsulfonyl)-1H-indol-5-yl)oxy)-2-fluorophenyl)ethan-1-one